(1S,2R)-2-((S)-1-((1,3-Dioxoisoindolin-2-yl)methyl)-8-((1-methyl-1H-1,2,3-triazol-4-yl)methoxy)-1,2,3,4-tetrahydroisochinolin-2-carbonyl)cyclohexan O=C1N(C(C2=CC=CC=C12)=O)C[C@H]1N(CCC2=CC=CC(=C12)OCC=1N=NN(C1)C)C(=O)C1CCCCC1